tert-butyl 6-amino-3-(3-amino-2-fluoro-6-methylphenoxy)-2-methylbenzoate NC1=CC=C(C(=C1C(=O)OC(C)(C)C)C)OC1=C(C(=CC=C1C)N)F